C1(CC1)C1=C(C=CC(=C1)C#N)C1=C(C=CC(=C1)F)OC=1C(=NC=NC1)N1CC2(CC1)CN(CC2)CC2=CC=C(C=C2)N2C(CCC2)=O 2-cyclopropyl-5'-fluoro-2'-((4-(7-(4-(2-oxopyrrolidin-1-yl)benzyl)-2,7-diazaspiro[4.4]nonan-2-yl)pyrimidin-5-yl)oxy)-[1,1'-biphenyl]-4-carbonitrile